CNC(=O)C1=NC=CC(=C1)OC1=CC=C(C=C1)NC(C1=NC=CC(=C1)C1=CC=CC=C1)=O N-(4-(2-(methylcarbamoyl)pyridin-4-yloxy)phenyl)-4-phenylpicolinamide